(4-methoxy-5-(pyridin-2-ylcarbamoyl)pyridin-2-yl)carbamic acid tert-butyl ester C(C)(C)(C)OC(NC1=NC=C(C(=C1)OC)C(NC1=NC=CC=C1)=O)=O